C(#N)C1=C(C=C2C(=N1)NC=C2)N2CCN(CC2)C(=O)OC(C)(C)C tert-butyl 4-(6-cyano-1H-pyrrolo[2,3-b]pyridin-5-yl)piperazine-1-carboxylate